BrC=1C=CC=C2C=C(NC12)C(=O)NN 7-bromo-indole-2-carbohydrazide